C(C)(C)(C)OC(=O)N1CCN(CC1)C1=NC=NC2=CC=C(C=C12)C1=CN(C(C(=C1)N)=O)C([2H])([2H])[2H] 4-(6-(5-Amino-1-(methyl-d3)-6-oxo-1,6-dihydropyridin-3-yl)quinazolin-4-yl)piperazine-1-carboxylic acid tert-butyl ester